ethyl {[3-({2-chloro-4-fluoro-5-[3-methyl-2,6-dioxo-4-(trifluoromethyl)-3,6-dihydropyrimidin-1(2H)-yl]phenyl}sulfanyl)pyridin-2-yl]oxy}acetate ClC1=C(C=C(C(=C1)F)N1C(N(C(=CC1=O)C(F)(F)F)C)=O)SC=1C(=NC=CC1)OCC(=O)OCC